O1NCOCCC1 1,4,2-Dioxazepan